N-methyl-5-(piperazine-1-yl)pyridineamide CNC(=O)C1=NC=C(C=C1)N1CCNCC1